[2-[3-[[(1-benzoyl-4-piperidinyl)methylamino]carbonyl]-2-naphthalenyl]-1-(1-naphthalenyl)-2-oxoethyl]-phosphonic acid C(C1=CC=CC=C1)(=O)N1CCC(CC1)CNC(=O)C=1C(=CC2=CC=CC=C2C1)C(C(C1=CC=CC2=CC=CC=C12)P(O)(O)=O)=O